(8-fluoro-6-(2-(isopropylamino)-7H-pyrrolo[2,3-d]pyrimidin-5-yl)imidazo[1,2-a]pyridin-3-yl)methanol FC=1C=2N(C=C(C1)C1=CNC=3N=C(N=CC31)NC(C)C)C(=CN2)CO